C(C)(C)(C)N(C(O)=O)CC1CN(CC1)C1=CN=C(S1)C.N1=C(C=CC=C1)NC=1C=C(C=C2CCCNC12)C(CCCC)=O 1-{8-[(Pyridin-2-yl)amino]-1,2,3,4-tetrahydroquinolin-6-yl}pentan-1-one tert-butyl-((1-(2-methylthiazol-5-yl)pyrrolidin-3-yl)methyl)carbamate